5-(4-(3-amino-5-chloropyridin-2-yl)-3-(4-chlorophenyl)piperazin-1-yl)-5-oxopentanoic acid NC=1C(=NC=C(C1)Cl)N1C(CN(CC1)C(CCCC(=O)O)=O)C1=CC=C(C=C1)Cl